C1(CC1)C(CC(C(=O)OCC)=O)=O ethyl 4-cyclopropyl-2,4-dioxobutyrate